C(CCC)[Sn](CCCCCC(C)C)(CCCCCC(C)C)CCCCCC(C)C monobutyl-triisooctyl-tin